3-(3-(difluoromethoxy)phenyl)-1-((3S)-3-fluorotetrahydro-2H-pyran-4-yl)-N-(3-methyl-1,1-dioxidothietan-3-yl)-1H-pyrazolo[4,3-b]pyridine-6-carboxamide FC(OC=1C=C(C=CC1)C1=NN(C=2C1=NC=C(C2)C(=O)NC2(CS(C2)(=O)=O)C)C2[C@@H](COCC2)F)F